N1CCC(CC1)CC1=NC2=CC=CC=C2C(N1)=O 2-(piperidin-4-ylmethyl)-3H-quinazolin-4-one